NC1(CN2CCC1CC2)CO (3-aminoquinuclidin-3-yl)methanol